tert-butyl 2-[(3,3-dimethylbutylidene)amino]propanoate CC(CC=NC(C(=O)OC(C)(C)C)C)(C)C